FC(C1=NC=CC(=C1)C=1C(=NN2C1C=CC(=C2)O)C=O)(F)F (2-(Trifluoromethyl)pyridin-4-yl)pyrazolo[1,5-a]pyridin-6-olAl